N1(C[C@@H](CCC1)NC1=CC(=C(N=N1)C1=C(C=C(C=C1)C(F)(F)F)O)C)C1CCNCC1 (R)-2-(6-([1,4'-bipiperidin]-3-ylamino)-4-methylpyridazin-3-yl)-5-(trifluoromethyl)phenol